C(CCC)C1(N(C(N2C1=CC=1C=CC(=CC21)F)=O)OC)C#CCCC2=CC=CC=C2 1-butyl-6-fluoro-2-methoxy-1-(4-phenylbut-1-yn-1-yl)-1,2-dihydro-3H-imidazo[1,5-a]indol-3-one